ClC=1N=C(C2=C(N1)CCC2)Cl 2,4-Dichloro-6,7-dihydro-5H-cyclopenta[d]pyrimidine